C12N(CC(CC1)CC2)CCNC(=O)C=2C=C(C(=NC2)C)NC(=O)C=2C=NN1C2SC(=C1)C=1C=NC=C(C1)NC(C)=O N-(5-((2-(2-azabicyclo[2.2.2]octan-2-yl)ethyl)carbamoyl)-2-methylpyridin-3-yl)-2-(5-acetamidopyridin-3-yl)pyrazolo[5,1-b]thiazole-7-carboxamide